{(7-benzyl-1,4,7-triazecane-1,4-diyl)bis[methylene(2-hydroxy-5-methyl-3,1-phenylene)carbonylazanediylmethylene]}bis(phosphonic acid) C(C1=CC=CC=C1)N1CCN(CCN(CCC1)CC=1C(=C(C=C(C1)C)C(=O)NCP(O)(O)=O)O)CC=1C(=C(C=C(C1)C)C(=O)NCP(O)(O)=O)O